2-[4-(difluoromethoxy)phenyl]-4,4,5,5-tetramethyl-1,3,2-dioxaborolane FC(OC1=CC=C(C=C1)B1OC(C(O1)(C)C)(C)C)F